(1R,3R,4R)-2-((S)-2-(3-chlorophenyl)-2-hydroxyacetyl)-N-((R)-1-cyano-2-((R)-2-oxopyrrolidin-3-yl)ethyl)-5,5-difluoro-2-azabicyclo[2.2.2]octane-3-carboxamide ClC=1C=C(C=CC1)[C@@H](C(=O)N1[C@H]2CC([C@@H]([C@@H]1C(=O)N[C@H](C[C@@H]1C(NCC1)=O)C#N)CC2)(F)F)O